ClC=1C(=C(C=CC1)NC1=NC=NC2=CC=C(C=C12)OC1CN(C1)CC(=O)NC)F 2-(3-((4-((3-chloro-2-fluorophenyl)amino)quinazolin-6-yl)oxy)azetidin-1-yl)-N-methylacetamide